C(C)(=O)NC1=CC=C(C=C1)C1CNCCC1 3-(4-acetamidophenyl)piperidine